sodium 3,5-dimethoxybenzenesulfonate COC=1C=C(C=C(C1)OC)S(=O)(=O)[O-].[Na+]